BrC=1C=NC=C(C1C(C)=O)Br 1-(3,5-dibromo-4-pyridinyl)ethanone